N-[4-[(6,7-dimethoxy-1,5-naphthyridin-4-yl)oxy]-3-fluorophenyl]-1-(5-fluoropyridin-2-yl)-4-methyl-2-oxopyridine-3-carboxamide COC=1N=C2C(=CC=NC2=CC1OC)OC1=C(C=C(C=C1)NC(=O)C=1C(N(C=CC1C)C1=NC=C(C=C1)F)=O)F